N4-(8-methylcinnolin-4-yl)-N2-(3-(morpholinomethyl)phenyl)pyrimidine-2,4-diamine CC=1C=CC=C2C(=CN=NC12)NC1=NC(=NC=C1)NC1=CC(=CC=C1)CN1CCOCC1